F[C@]12[C@H]3CC[C@@]4([C@@H](CC[C@H]4[C@@H]3CC[C@@H]2C[C@](CC1)(C)O)C(CN1N=CC(=C1)C(F)(F)F)=O)C 1-((3R,5R,8S,9S,10R,13S,14S,17R)-10-fluoro-3-hydroxy-3,13-dimethylhexadecahydro-1H-cyclopenta[a]phenanthren-17-yl)-2-(4-(trifluoromethyl)-1H-pyrazol-1-yl)ethan-1-one